CCCCCCCCCCCCOCCOCCOCCOCCOCCOCCOCCOCCOCCO The molecule is a hydroxypolyether that is nonaethylene glycol in which one of the terminal hydroxy functions is substituted by a lauryl (dodecyl) group. It has a role as a nonionic surfactant, a hepatotoxic agent and a sclerotherapy agent. It derives from a nonaethylene glycol.